4-(4-(dibenzo[b,d]thiophen-4-yl)thiophen-2-yl)-4-oxobutyric acid C1=CC=C(C=2SC3=C(C21)C=CC=C3)C=3C=C(SC3)C(CCC(=O)O)=O